1-mesitylimidazole C1(=C(C(=CC(=C1)C)C)N1C=NC=C1)C